1-(2-chloroethoxy)-2-methoxybenzene ClCCOC1=C(C=CC=C1)OC